CN(CCNC=1SCC(=NN1)C1=CC2=C(NC(N2)=O)C=C1)C 5-(2-((2-(dimethylamino)ethyl)amino)-6H-1,3,4-thiadiazin-5-yl)-1H-benzo[d]imidazol-2(3H)-one